1-((benzo[d]thiazol-2-ylsulfonyl)methyl)cyclopropan-1-ol S1C(=NC2=C1C=CC=C2)S(=O)(=O)CC2(CC2)O